NN1C(=NC(=C1C(=O)OCC)C1=CC=C(C=C1)C(NC1=NC=CC(=C1)C(C)C)=O)C1N(CCC1)C(=O)OC(C)(C)C ethyl 1-amino-2-(1-(tert-butoxycarbonyl) pyrrolidin-2-yl)-4-(4-((4-isopropyl-pyridin-2-yl) carbamoyl) phenyl)-1H-imidazole-5-carboxylate